2-(4-cyclopropyl-6-methoxy-pyrimidin-5-yl)-9-[(1R)-1-[4-[5-methoxy-3-(trifluoromethyl)pyrazol-1-yl]phenyl]ethyl]-7-(2,2,2-trifluoroethyl)purin-8-imine C1(CC1)C1=NC=NC(=C1C1=NC=C2N(C(N(C2=N1)[C@H](C)C1=CC=C(C=C1)N1N=C(C=C1OC)C(F)(F)F)=N)CC(F)(F)F)OC